CC=1CCC(C(C1)C=1C(=C(C(=CC1O)CCCCC)S(=O)(=O)C1=CC=CC=C1)O)C(=C)C 5'-methyl-4-pentyl-3-(phenylsulfonyl)-2'-(prop-1-en-2-yl)-1',2',3',4'-tetrahydro-[1,1'-biphenyl]-2,6-diol